FC(C(C(C(C(C(F)(F)F)(F)F)(F)F)(F)F)(F)F)(S)F Perfluoro-1-hexanthiol